1-(heptadecan-9-yl) 15-(8-methylnonyl) 8-((2-oxaspiro[3.3]heptan-6-yl)amino)pentadecanedioate C1OCC12CC(C2)NC(CCCCCCC(=O)OC(CCCCCCCC)CCCCCCCC)CCCCCCC(=O)OCCCCCCCC(C)C